N2-(2-(1-(Cyclopropylsulfonyl)-1H-pyrazol-4-yl)pyrimidin-4-yl)-5-(1-(difluoromethyl)-1H-pyrazol-3-yl)-N4-((1s,4s)-4-(2-(dimethylamino)ethyl)cyclohexyl)pyridine-2,4-diamine C1(CC1)S(=O)(=O)N1N=CC(=C1)C1=NC=CC(=N1)NC1=NC=C(C(=C1)NC1CCC(CC1)CCN(C)C)C1=NN(C=C1)C(F)F